C(N)(=N)C=1C=C(SC1)[C@@H](C)NC(=O)[C@H]1N(C[C@@H](C1)OC(F)F)C(CNC(=O)C=1C=C(C=CC1)C1=CC=C(C=C1)F)=O (2S,4R)-N-((R)-1-(4-carbamimidoylthiophen-2-yl)ethyl)-4-(difluoromethoxy)-1-((4'-fluoro-[1,1'-biphenyl]-3-carbonyl)glycyl)pyrrolidine-2-carboxamide